C1(=CC=CC=C1)C1=NC2=C3N=CC=CC3=CC=C2C(=C1)C1=CC=C(C=C1)C1=CC(=NC2=C3N=CC=CC3=CC=C12)C1=CC=CC=C1 1,4-bis(2-phenyl-1,10-phenanthrolin-4-yl)benzene